N2-(4-(trifluoromethoxy)phenyl)oxalamide FC(OC1=CC=C(C=C1)NC(C(=O)N)=O)(F)F